CON(C(=O)C1=NC(=NC=C1)C(F)(F)F)C N-methoxy-N-methyl-2-(trifluoromethyl)pyrimidine-4-carboxamide